ClC=1C(=NC(=NC1)NC1=C(C=C(C(=C1)C)C=1C[C@H](N([C@@H](C1)C)C1CCOCC1)C)OC(C)C)NC1=C(C=CC=C1)S(=O)(=O)C(C)C 5-chloro-N2-(4-((2R,6R)-2,6-dimethyl-1-(tetrahydro-2H-pyran-4-yl)-1,2,3,6-tetrahydropyridin-4-yl)-2-isopropoxy-5-methyl-phenyl)-N4-(2-(isopropylsulfonyl)phenyl)pyrimidine-2,4-diamine